CC1=C(C(N(C2=NC=CN=C21)CC2=NC=CN=C2OCC(F)(F)F)=O)C2CCN(CC2)C(=O)OC(C)(C)C tert-butyl 4-(8-methyl-6-oxo-5-((3-(2,2,2-trifluoroethoxy)pyrazin-2-yl)methyl)-5,6-dihydropyrido[2,3-b]pyrazin-7-yl)piperidine-1-carboxylate